FC(C=1SC2=C(N1)NC(=C2)C(=O)OCC)(F)F ethyl 2-(trifluoromethyl)-4H-pyrrolo[2,3-d]thiazole-5-carboxylate